(2R,3S)-2-((E)-3-(6-bromo-7-methyl-3H-imidazo[4,5-b]pyridin-3-yl)prop-1-en-1-yl)piperidin-3-ol dihydrochloride Cl.Cl.BrC=1C(=C2C(=NC1)N(C=N2)C/C=C/[C@H]2NCCC[C@@H]2O)C